di(butoxyethoxyethyl) isophthalate C(C1=CC(C(=O)OCCOCCOCCCC)=CC=C1)(=O)OCCOCCOCCCC